bromomethyl-3,5-difluoro-4-methoxy-biphenyl BrCC1=C(C=C(C(=C1F)OC)F)C1=CC=CC=C1